((3-(5-fluoropyrimidin-2-yl)-2-methoxyphenyl)amino)-N-(methyl-d3)-6-(pyridin-2-ylamino)nicotinamide FC=1C=NC(=NC1)C=1C(=C(C=CC1)NC1=C(C(=O)NC([2H])([2H])[2H])C=CC(=N1)NC1=NC=CC=C1)OC